mannitol hexanicotinate C(C1=CN=CC=C1)(=O)O[C@H](COC(C1=CN=CC=C1)=O)[C@@H](OC(C1=CN=CC=C1)=O)[C@H](OC(C1=CN=CC=C1)=O)[C@H](OC(C1=CN=CC=C1)=O)COC(C1=CN=CC=C1)=O